NCC(=O)NC=1SC=C(N1)C1=NC(=CC=C1)N1C[C@H](O[C@H](C1)C)C 2-amino-N-(4-(6-((2R,6S)-2,6-dimethylmorpholino)pyridin-2-yl)thiazol-2-yl)acetamide